OC[C@H](C(C)C)N1C(C2=CC=CC=C2C1=O)=O (S)-2-(1-hydroxy-3-methylbutan-2-yl)isoindoline-1,3-dione